5-((2-methoxy-5-methyl-pyridin-4-yl)oxy)pyrimidine-2,4-diamine COC1=NC=C(C(=C1)OC=1C(=NC(=NC1)N)N)C